C1(CCC(N1OC(=O)N1C(C=CC=C1)SSC(C1=CC=CC=C1)C)=O)=O (N-succinimidyl-oxycarbonyl-alpha-methyl-alpha-(2-pyridyldithio)toluene)